3(2H)furanone O1CC(C=C1)=O